(difluoromethyl)-5-methyl-N-phenyl-pyrazol-4-amine FC(F)C1=NNC(=C1NC1=CC=CC=C1)C